2-(1-(2-(oxazol-2-yl)ethyl)-6,7-dihydro-1H-[1,4]dioxino[2',3':4,5]benzo[1,2-d]imidazol-2-yl)ethan-1-amine dihydrochloride Cl.Cl.O1C(=NC=C1)CCN1C(=NC2=C1C=C1C(=C2)OCCO1)CCN